Cl.O1C(COCC1)C(N)=N 1,4-dioxane-2-carboximidamide, hydrochloride Salt